C(C)OC(C(C(CC)=O)=[N+]=[N-])=O.N1N=CC=2C1=NC(=NC2C#N)[2H] 1H-pyrazolo[3,4-d]pyrimidine-4-carbonitrile-6-d ethyl-2-diazo-3-oxo-pentanoate